C(#N)C1=C(C=C(C=C1)NC(=S)N)C(F)(F)F 1-[4-cyano-3-(trifluoromethyl)phenyl]thiourea